C1(CCCCC1)C1=NN=C(S1)NC(=O)N1C2CCC1CC=1C(=NC=CC12)F N-(5-cyclohexyl-1,3,4-thiadiazol-2-yl)-1-fluoro-6,7,8,9-tetrahydro-5H-5,8-epiminocyclohepta[c]pyridine-10-carboxamide